methyl N-[(1S)-2-[6-[(6-methoxy-2-methyl-3,4-dihydro-1H-isoquinolin-7-yl)amino]pyrazolo[3,4-d]pyrimidin-1-yl]-1-methyl-ethyl]carbamate COC=1C=C2CCN(CC2=CC1NC1=NC=C2C(=N1)N(N=C2)C[C@H](C)NC(OC)=O)C